5-Amino-3-[4-[2-[[3-[(2,2-difluorocyclopropyl)methyl]isoxazol-5-yl]amino]-2-oxoethyl]phenyl]-1-isopropyl-pyrazole-4-carboxamide NC1=C(C(=NN1C(C)C)C1=CC=C(C=C1)CC(=O)NC1=CC(=NO1)CC1C(C1)(F)F)C(=O)N